FC1=CC(=C2C=NN(C2=C1F)C1OCCCC1)C1=C(C(NC2=C3C=CC=NC3=C(C=C12)C)=O)[N+]1=CC=CC=C1 4-[6,7-difluoro-1-(oxan-2-yl)indazol-4-yl]-6-methyl-3-pyridin-1-ium-1-yl-1H-1,7-phenanthroline-2-one